(6-amino-2,3-difluoro-phenyl)boronic acid NC1=CC=C(C(=C1B(O)O)F)F